Methyl 4-((5-(4-(7-((3,5-dimethoxyphenyl)(2-(isopropylamino)ethyl)amino)quinoxaline-2-yl)-1H-pyrazol-1-yl)pentyl)oxy)benzoate COC=1C=C(C=C(C1)OC)N(C1=CC=C2N=CC(=NC2=C1)C=1C=NN(C1)CCCCCOC1=CC=C(C(=O)OC)C=C1)CCNC(C)C